Tetrahydro-2H-pyran-4-yl(8-amino-7-fluoro-6-(8-methyl-2,3-dihydro-1H-pyrido[2,3-b][1,4]oxazin-7-yl)isoquinolin-3-yl)carbamate O1CCC(CC1)OC(NC=1N=CC2=C(C(=C(C=C2C1)C1=C(C2=C(OCCN2)N=C1)C)F)N)=O